OC(CN(C(C(=O)N(CC(C)O)CC(C)O)=O)CC(C)O)C N,N,N',N'-tetra(2-hydroxypropyl)oxalamide